4-methyl-hexahydro-1,2-diallylphthalate CC1CC(C(C(=O)[O-])(CC1)CC=C)(C(=O)[O-])CC=C